FC1=CC=C(CN2CCN(CC2)C2=NC(=CC=C2NC(=O)C=2C=NN(C2OC)C)C)C=C1 N-(2-(4-(4-fluorobenzyl)piperazin-1-yl)-6-methylpyridin-3-yl)-5-methoxy-1-methyl-1H-pyrazole-4-carboxamide